ClC1=NC=2C3=C(C=CC2C=N1)N=NN3C3CCCC3 8-chloro-1-cyclopentyl-1H-[1,2,3]triazolo[4,5-H]quinazoline